P(=O)([O-])(OP(=O)([O-])OP(=O)([O-])[O-])N triphosphoramidate